C(C=C)[C@H]1N(CCC1)C1=C(C=C(C(=N1)C(=O)OC)N(C(=O)OC(C)(C)C)C(=O)OC(C)(C)C)C(F)(F)F Methyl 6-[(2S)-2-allylpyrrolidin-1-yl]-3-[bis(tert-butoxycarbonyl)amino]-5-(trifluoromethyl)pyridine-2-carboxylate